bis(stearylamide), gadolinium salt [Gd+2].C(CCCCCCCCCCCCCCCCC)[NH-].C(CCCCCCCCCCCCCCCCC)[NH-]